(1-fluorocyclopropyl)-4-(trifluoromethyl)-1H-pyrazole-5-carboxamide FC1(CC1)N1N=CC(=C1C(=O)N)C(F)(F)F